tert-butyl 7-methyl-7,8-dihydropyrido[4,3-d]pyrimidine-6(5H)-carboxylate CC1CC=2N=CN=CC2CN1C(=O)OC(C)(C)C